(4R)-N-{(1R)-1-[4-(1-ethyl-1H-pyrazol-5-yl)phenyl]-2-hydroxyethyl}-4-hydroxy-L-prolinamide C(C)N1N=CC=C1C1=CC=C(C=C1)[C@H](CO)NC([C@H]1NC[C@@H](C1)O)=O